7-methyl-8-nitro-2-(4-(3-(thiophen-2-yl)-1,2,4-oxadiazol-5-yl)piperidin-1-yl)-6-(trifluoromethyl)-4H-benzo[e][1,3]thiazin-4-one CC1=C(C2=C(C(N=C(S2)N2CCC(CC2)C2=NC(=NO2)C=2SC=CC2)=O)C=C1C(F)(F)F)[N+](=O)[O-]